CN(CC=C1C(N(CC1)C=1C=C2C(=NC=NC2=CC1)NC1=CC(=C(C=C1)OC1=CC=2N(C=C1)N=CN2)C)=O)C 3-[2-(dimethylamino)ethylidene]-1-[4-[(3-methyl-4-[[1,2,4]triazolo[1,5-a]pyridin-7-yloxy]phenyl)amino]quinazolin-6-yl]pyrrolidin-2-one